FC(C=1C=C(C=CC1)C1CNCCO1)(F)F 2-(3-(trifluoromethyl)-phenyl)morpholine